decanyl-naphthylamine C(CCCCCCCCC)NC1=CC=CC2=CC=CC=C12